6-[[5-chloro-3-(2,2,2-trifluoroethoxy)-2-pyridyl]oxy]-N-[3-methoxy-3-(trifluoromethyl)cyclobutyl]-1,3-benzoxazole-2-carboxamide ClC=1C=C(C(=NC1)OC1=CC2=C(N=C(O2)C(=O)NC2CC(C2)(C(F)(F)F)OC)C=C1)OCC(F)(F)F